CC1=C(C(=O)P(OCC)(=O)C2=CC=CC=C2)C(=CC(=C1)C)C Ethyl (2,4,6-trimethylbenzoyl)-phenyl-phosphinat